(3-((1R)-3-(Hydroxymethyl)cyclohexyl)-1,2,3-oxadiazol-3-ium-5-yl)((3-(2-(o-tolyl)acetamido)-5-(trifluoromethyl)phenyl)carbamoyl)amide OCC1C[C@@H](CCC1)[N+]1=NOC(=C1)[N-]C(NC1=CC(=CC(=C1)C(F)(F)F)NC(CC1=C(C=CC=C1)C)=O)=O